C1(=CC=CC=C1)C=1C=CC=2N(C3=CC=C(C=C3C2C1)C1=CC=CC=C1)C1=NC(=C(C(=C1N1C2=CC=C(C=C2C=2C=C(C=CC12)C#N)C#N)C1=CC=CC=2C3=CC=CC=C3N(C12)C1=CC=CC=C1)N1C2=CC=C(C=C2C=2C=C(C=CC12)C#N)C#N)N1C2=CC=C(C=C2C=2C=C(C=CC12)C1=CC=CC=C1)C1=CC=CC=C1 9,9'-(2,6-bis(3,6-diphenyl-9H-carbazol-9-yl)-4-(9-phenyl-9H-carbazol-1-yl)pyridine-3,5-diyl)bis(9H-carbazole-3,6-dicarbonitrile)